NC=1C(=C(C(=O)NC=2N=NC(=CC2)OC)C=CC1)C 3-amino-N-(6-methoxypyridazin-3-yl)-2-methylbenzamide